(S)-N-(3-chloro-2,4-difluoro-phenyl)-1-((3-(hydroxymethyl)-oxetan-3-yl)methyl)-N-methyl-3-(6-methyl-4-(trifluoromethyl)-pyridin-2-yl)-2-oxoimidazolidine-4-carboxamide ClC=1C(=C(C=CC1F)N(C(=O)[C@H]1N(C(N(C1)CC1(COC1)CO)=O)C1=NC(=CC(=C1)C(F)(F)F)C)C)F